3-(4-Chloro-phenyl)-adamantane-1-carboxylic acid ClC1=CC=C(C=C1)C12CC3(CC(CC(C1)C3)C2)C(=O)O